4-amino-3-bromothieno[3,2-c]pyridine-7-carbonitrile NC1=NC=C(C2=C1C(=CS2)Br)C#N